C(C)C(COC(CS)=O)CCCC 2-mercapto-acetic acid 2-ethylhexylester